1,3-dimethyl-1H-pyrazole-4-carboxylate CN1N=C(C(=C1)C(=O)[O-])C